ClC(CCCCCCCCCCCCCCCC)C1=NC=CC=C1 1-chloro-heptadecyl-pyridine